BrC1(CC=NC=C1)N 4-bromopyridin-4-amine